ClC1=C(C=C(C=C1)C(F)(F)F)C1=NN=C(O1)C(=O)N[C@@H]1C[C@H](N(C1)C(=O)OC(C)(C)C)COC tert-butyl (2S,4R)-4-(5-(2-chloro-5-(trifluoromethyl)phenyl)-1,3,4-oxadiazole-2-carboxamido)-2-(methoxymethyl)pyrrolidine-1-carboxylate